COC1=NC(=NC=C1)NC1=NC(=NN2C1=C(C(=C2)C=2C=NC=CC2)C)C=2N(C=CN2)C N-(4-Methoxy-pyrimidin-2-yl)-5-methyl-2-(1-methyl-1H-imidazol-2-yl)-6-(pyridin-3-yl)pyrrolo[2,1-f][1,2,4]triazin-4-amine